N1=NC=NC(=C1)C(=O)O [1,2,4]triazine-5-carboxylic acid